4-(2,3-dimethylphenyl)-7-(4-methyl-1,3-thiazol-5-yl)-2-(2-(2-propenoyl)-2,6-diazaspiro[3.4]octan-6-yl)-1,5-naphthyridine-3-carbonitrile CC1=C(C=CC=C1C)C1=C(C(=NC2=CC(=CN=C12)C1=C(N=CS1)C)N1CC2(CN(C2)C(C=C)=O)CC1)C#N